di-alpha-isopropylbenzene C(C)(C)C1=C(C=CC=C1)C(C)C